N-{1-[1-(5-cyano-1,3-thiazol-2-yl)-3-methoxy-1H-1,2,4-triazol-5-yl]ethyl}-3-(cyclopropyl-sulfonyl)-5-(trifluoromethoxy)benzamide C(#N)C1=CN=C(S1)N1N=C(N=C1C(C)NC(C1=CC(=CC(=C1)OC(F)(F)F)S(=O)(=O)C1CC1)=O)OC